C(C1=CC=CC=C1)NC1CC(C(CC1)C)NCC1=CC=CC=C1 N1,N3-dibenzyl-4-methylcyclohexane-1,3-diamine